(3R)-N-(benzo[d]thiazol-5-yl)-1-((3-methyl-2,3-dihydrobenzofuran-5-yl)sulfonyl)pyrrolidine-3-carboxamide S1C=NC2=C1C=CC(=C2)NC(=O)[C@H]2CN(CC2)S(=O)(=O)C=2C=CC1=C(C(CO1)C)C2